ethyl 2,5-diphenylfuran-3-carboxylate C1(=CC=CC=C1)C=1OC(=CC1C(=O)OCC)C1=CC=CC=C1